3-(4-pentenyl)quinazoline-4-one C(CCC=C)N1C=NC2=CC=CC=C2C1=O